N-[p-toluenesulfonyl-(3,4,5-trifluorophenyl)methyl]carboxamide CC1=CC=C(C=C1)S(=O)(=O)C(NC=O)C1=CC(=C(C(=C1)F)F)F